N-(4-Cyano-3-(trifluoromethyl)phenyl)-3-(3-fluoro-4-(4-fluorophenyl)-1H-pyrazol-1-yl)-2-hydroxy-2-methylpropanamide C(#N)C1=C(C=C(C=C1)NC(C(CN1N=C(C(=C1)C1=CC=C(C=C1)F)F)(C)O)=O)C(F)(F)F